FC(F)(F)NC1=CC=C(C=C1)N (trifluoromethyl)-1,4-phenylenediamine